C(C1=CC=CC=C1)(=O)C1CC(NC(C1)(C)C)(C)C 4-Benzoyl-2,2,6,6-tetramethylpiperidine